4-(4-fluorobenzyl)-1-tosyl-1,2-dihydroquinazoline FC1=CC=C(CC2=NCN(C3=CC=CC=C23)S(=O)(=O)C2=CC=C(C)C=C2)C=C1